4-{(S)-2-[(S)-2-(methoxycarbonylamino)-3-phenylpropanamido]-2-(2-ethylthiazol-4-yl)ethyl}phenylsulfamic acid COC(=O)N[C@H](C(=O)N[C@@H](CC1=CC=C(C=C1)NS(O)(=O)=O)C=1N=C(SC1)CC)CC1=CC=CC=C1